C(C1=CC=CC=C1)OC1CC2(C1)COC1=C(OC2)C=CC=C1 3'-(benzyloxy)-2H,4H-spiro[benzo[b][1,4]dioxepin-3,1'-cyclobutane]